COC([C@H]([C@@H](C)O)N)=O (2S,3R)-2-amino-3-hydroxybutyric acid methyl ester